N-(4-((3,5-bis(trifluoromethyl)benzyl)oxy)phenyl)-4-(2-(2,5-dimethyl-1H-pyrrol-1-yl)ethyl)piperazine-1-carboxamide FC(C=1C=C(COC2=CC=C(C=C2)NC(=O)N2CCN(CC2)CCN2C(=CC=C2C)C)C=C(C1)C(F)(F)F)(F)F